1-(6-bromo-4-chloro-2-methoxypyridin-3-yl)thiourea BrC1=CC(=C(C(=N1)OC)NC(=S)N)Cl